FC=1C=2C3CCC(OC[C@H]4[C@H](CCCN4C(COC2C=CC1)=O)NCCC#N)CC3 3-{[(1s,15S,16R,19s)-3-fluoro-10-oxo-8,18-dioxa-11-azatetracyclo[17.2.2.02,7.011,16]tricosa-2(7),3,5-trien-15-yl]amino}propanenitrile